(S)-methyl 1-(2-((tert-butoxycarbonyl) amino) propyl)-1H-pyrrole-3-carboxylate C(C)(C)(C)OC(=O)N[C@H](CN1C=C(C=C1)C(=O)OC)C